N-(3-(3-fluoro-4-cyanophenoxy)-2,2,4,4-tetramethylcyclobutyl)acetamide FC=1C=C(OC2C(C(C2(C)C)NC(C)=O)(C)C)C=CC1C#N